(3aS,7aS)-3a-(3,4-dimethoxyphenyl)-1-methyl-2,3,3a,4,5,7a-hexahydro-1H-indol-6-yl-2-ethylbutanoate COC=1C=C(C=CC1OC)[C@@]12CCN([C@H]2C=C(CC1)OC(C(CC)CC)=O)C